C1(CCCC1)C1=CC(=C2C=CC=NC2=C1)C1(CC1)NC(C1=C(C=CC(=C1)OC[C@H]1N(CC1)C)C)=O (S)-N-(1-(7-Cyclopentylquinolin-5-yl)cyclopropyl)-2-methyl-5-((1-methylazetidin-2-yl)methoxy)benzamide